zinc-cerium-zinc-manganese-zinc [Zn].[Mn].[Zn].[Ce].[Zn]